N-cyclopentyl-6-(6-fluoroquinazolin-4-yl)-8-methyl-5,6,7,8-tetrahydro-1,6-naphthyridin-3-amine C1(CCCC1)NC=1C=NC=2C(CN(CC2C1)C1=NC=NC2=CC=C(C=C12)F)C